Copper amidinourea nitrate [N+](=O)([O-])[O-].C(N)(=N)NC(=O)N.[Cu+2].[N+](=O)([O-])[O-]